Tert-butyl (2-(2-(((5Z,8Z,11Z,14Z,17Z)-icosa-5,8,11,14,17-pentaen-1-yl)oxy)butanamido)ethyl)carbamate C(CCC\C=C/C\C=C/C\C=C/C\C=C/C\C=C/CC)OC(C(=O)NCCNC(OC(C)(C)C)=O)CC